4-(4-hydroxy-3-methylphenyl)-3-methylquinoline OC1=C(C=C(C=C1)C1=C(C=NC2=CC=CC=C12)C)C